OCCCN1C(C2=CC=C3C=4C2=C(C1=O)C=CC4OC4=CC=C(C=C43)C4=C(C(=C(C(=C4F)F)F)F)F)=O 2-(3-hydroxypropyl)-9-(perfluorophenyl)-1H-xantheno[2,1,9-def]isoquinoline-1,3(2H)-dione